(E)-3-(2,3-dihydrobenzo[b][1,4]dioxin-6-yl)-1-(2-hydroxy-4,6-dimethoxyphenyl)prop-2-en-1-one O1C2=C(OCC1)C=C(C=C2)/C=C/C(=O)C2=C(C=C(C=C2OC)OC)O